O-(((1S,3S)-3-((tert-butyldimethylsilyl) oxy) cyclobutyl) methyl) S-methyldithiocarbonate C[SH-]C(OCC1CC(C1)O[Si](C)(C)C(C)(C)C)=S